4-methyl-5-(2-(propylamino)ethyl)thiazol-2-amine CC=1N=C(SC1CCNCCC)N